CNCCP(O)(O)=O 2-(N-methylamino)ethylphosphonic acid